COC=1C=CC2=C(C(OC3=C2C=CC(=C3)OCCCN3CCCC3)=O)C1 8-methoxy-3-(3-(pyrrolidin-1-yl)propoxy)-6H-benzo[c]benzopyran-6-one